ClC1=CC(=CC2=CN(N=C12)CCCl)C(C)(C)C1=CC=C(C=C1)O 4-(2-(7-chloro-2-(2-chloroethyl)-2H-indazol-5-yl)propan-2-yl)phenol